Cl.NC(C(=O)N1CCN(CC1)C(=O)N)(C)C 4-(2-amino-2-methylpropanoyl)piperazine-1-carboxamide hydrochloride salt